tert-butyl 2-(2-chloro-N-(2-((5-chloro-2-(4-chloro-1H-1,2,3-triazol-1-yl)phenyl)amino)-2-oxoethyl)acetamido)-3-(4-methoxyphenyl)propanoate ClCC(=O)N(CC(=O)NC1=C(C=CC(=C1)Cl)N1N=NC(=C1)Cl)C(C(=O)OC(C)(C)C)CC1=CC=C(C=C1)OC